N,N-dimethyl-4-(2-methylbenzyl)naphthalen-1-amine CN(C1=CC=C(C2=CC=CC=C12)CC1=C(C=CC=C1)C)C